C1(CCC1)OC1=C(C=C(C=C1)NC(CC1=CC=CC=C1)=O)S(N)(=O)=O N-[4-(Cyclobutyloxy)-3-sulfamoylphenyl]-2-phenylacetamide